Ammonium Methanesulfonate CS(=O)(=O)[O-].[NH4+]